CC1=CC(=NC=C1)C1=NC=CC(=C1)C=O 4-methyl-2,2'-bipyridine-4'-carbaldehyde